(1S,9S)-9-ethyl-5-fluoro-9-hydroxy-1-(hydroxymethyl)-4-methyl-2,3,12,15-tetrahydrobenzo[de]pyrano[3',4':6,7]indolizino[1,2-b]quinoline-10,13(1H,9H)-dione C(C)[C@]1(C(OCC=2C(N3CC=4C(=NC=5C=C(C(=C6C5C4[C@H](CC6)CO)C)F)C3=CC21)=O)=O)O